tert-butyl (tert-butoxycarbonyl)(6-fluoro-8-(hydroxymethyl)isoquinolin-3-yl)carbamate C(C)(C)(C)OC(=O)N(C(OC(C)(C)C)=O)C=1N=CC2=C(C=C(C=C2C1)F)CO